4-(difluoromethyl)-5-(3-(6-((5-methyl-3-(trifluoromethyl)imidazo[1,5-a]pyridin-6-yl)oxy)-2-azaspiro[3.3]heptan-2-yl)propyl)-2-(tetrahydro-2H-pyran-2-yl)pyridazin-3(2H)-one FC(C=1C(N(N=CC1CCCN1CC2(C1)CC(C2)OC=2C=CC=1N(C2C)C(=NC1)C(F)(F)F)C1OCCCC1)=O)F